C(C(C)(C)C)(=O)OC(CCCCCCCCCC)CCCCCCCC octylundecyl neopentanoate